O1CCN(CC1)C=1C2=C(N=C(N1)N/N=C/C=1C=C(C=CC1)C)SC(=N2)C(=O)NC2COC2 7-morpholino-5-[(2E)-2-(m-tolylmethylene)hydrazino]-N-(oxetan-3-yl)thiazolo[5,4-d]pyrimidine-2-carboxamide